Phenyl-(S)-3-(3-fluoro-4-methylphenyl)-3,4-dihydropyridine-1(2H)-carboxylate C1(=CC=CC=C1)OC(=O)N1C[C@@H](CC=C1)C1=CC(=C(C=C1)C)F